2-(3-{[(4-methanesulfonylphenyl)amino]methyl}-1,2,4-oxadiazol-5-yl)-N-(1-methylpiperidin-4-yl)-1-(2,2,2-trifluoroethyl)-1H-indol-4-amine CS(=O)(=O)C1=CC=C(C=C1)NCC1=NOC(=N1)C=1N(C=2C=CC=C(C2C1)NC1CCN(CC1)C)CC(F)(F)F